C(C)(C)(C)N1CCCCC1 1-tert-butylpiperidin